C(C(=C)C)(=O)OC1OC(OC1)(CC)C 2-methyl-2-ethyl-1,3-dioxolane-4-yl methacrylate